tert-butyl 4-(5-((3,4-dichlorophenyl)difluoromethyl)-1,3,4-oxadiazol-2-yl)-8-oxa-2-azaspiro[4.5]decane-2-carboxylate ClC=1C=C(C=CC1Cl)C(C1=NN=C(O1)C1CN(CC12CCOCC2)C(=O)OC(C)(C)C)(F)F